C1(CC1)C=1C=CC(=NC1)COC1=NN=C(S1)NC(C1=CN=C(C=C1C1=C(C=CC=C1)OC)C)=O N-(5-((5-cyclopropylpyridin-2-yl)methoxy)-1,3,4-thiadiazol-2-yl)-4-(2-methoxyphenyl)-6-methylnicotinamide